ClC=1C=C(C=CC1C(N(C)C)=O)NC1CN(C1)C1CC2(CN(C2)C(=O)OC(C)(C)C)C1 tert-butyl 6-(3-(3-chloro-4-(dimethylcarbamoyl)phenylamino)azetidin-1-yl)-2-azaspiro[3.3]heptane-2-carboxylate